3-bromo-2-(2,6-dimethylphenyl)-5-(3-fluoro-5-(trifluoromethyl)pyridin-2-yl)-4,5,6,7-tetrahydro-2H-pyrazolo[4,3-c]Pyridine BrC=1N(N=C2C1CN(CC2)C2=NC=C(C=C2F)C(F)(F)F)C2=C(C=CC=C2C)C